C(C)OC=1C=C(C=CC1OC)CCNC(=O)C1=C(OC=2N=CN=C(C21)NC2(CC2)C)C N-[2-(3-ethoxy-4-methoxyphenyl)ethyl]-6-methyl-4-[(1-methylcyclopropyl)amino]furo[2,3-d]pyrimidine-5-carboxamide